5-(4-(trifluoromethyl)-6-(((S)-1,1,1-trifluoropropan-2-yl)amino)pyridin-3-yl)thiazole-2-carboxylic acid ethyl ester C(C)OC(=O)C=1SC(=CN1)C=1C=NC(=CC1C(F)(F)F)N[C@H](C(F)(F)F)C